1,3-di-(5Z,8Z,11Z,14Z,17Z-eicosapentaenoyl)-2-hydroxyglycerol C(C=C\C=C/C=C\C=C/C=C\CCCCCCCCC)(=O)OCC(OO)COC(C=C\C=C/C=C\C=C/C=C\CCCCCCCCC)=O